1-[(4-chlorophenyl)methyl]-7-[(2,2-dimethyl-1,3-dioxolan-4-yl)methyl]-4-methyl-2-[3-(trifluoromethoxy)phenoxy]-1H,4H,5H,6H,7H,8H-imidazo[4,5-e][1,4]diazepine-5,8-dione ClC1=CC=C(C=C1)CN1C(=NC=2N(C(CN(C(C21)=O)CC2OC(OC2)(C)C)=O)C)OC2=CC(=CC=C2)OC(F)(F)F